N1=CC=C(C=C1)CC(=O)N1CC2=C(C1)CN(C2)C(=O)OC(C)(C)C tert-Butyl 5-[2-(pyridin-4-yl)acetyl]-1H,2H,3H,4H,5H,6H-pyrrolo[3,4-c]pyrrole-2-carboxylate